3-methyl-1,5-pentanediol malonate C(CC(=O)O)(=O)O.CC(CCO)CCO